((1r,4r)-4-(((4-(3,5-dimethylpiperidin-1-yl)phenyl)amino)methyl)cyclohexyl)carbamic acid tert-butyl ester C(C)(C)(C)OC(NC1CCC(CC1)CNC1=CC=C(C=C1)N1CC(CC(C1)C)C)=O